3-(3-(1-methyl-1H-pyrazol-4-yl)propyl)urea CN1N=CC(=C1)CCCNC(N)=O